O=C1NC2=C(N1[C@@H]1CC[C@@H](CC1)C(NC1=CC(=C(C=C1)C)OC)=O)C=CC=C2C(=O)NCC2NCCC2 2-oxo-N-[(pyrrolidin-2-yl)methyl]-1-[cis-4-[(3-methoxy-4-methylphenyl)carbamoyl]cyclohexyl]-2,3-dihydro-1H-1,3-benzodiazole-4-carboxamide